ClC=1C(=C(SC1)F)NC(=O)C1=CN=C(S1)NC1=NC(=NC(=C1)Cl)C N-(4-chloro-2-fluorothiophen-3-yl)-2-((6-chloro-2-methyl-pyrimidin-4-yl)amino)thiazole-5-carboxamide